C(C1=CC=CC=C1)OC1=C(C(=O)NC2=CC(=CC=C2)C(=O)N2CCOCC2)C=C(C(=C1)OCC1=CC=CC=C1)C(C)C 2,4-bis(benzyloxy)-5-isopropyl-N-(3-(morpholine-4-carbonyl)phenyl)benzamide